4-((6-Chloro-2-methoxyacridin-9-yl)amino)-2-((4-(2-(diisopropylamino)ethyl)piperazin-1-yl)methyl)-phenol ClC=1C=C2N=C3C=CC(=CC3=C(C2=CC1)NC1=CC(=C(C=C1)O)CN1CCN(CC1)CCN(C(C)C)C(C)C)OC